(5-(6-cyclobutyl-1H-pyrrolo[2,3-b]pyridin-3-yl)pyrazolo[1,5-a]pyridin-3-yl)(4-methylpiperazin-1-yl)methanone C1(CCC1)C1=CC=C2C(=N1)NC=C2C2=CC=1N(C=C2)N=CC1C(=O)N1CCN(CC1)C